5-acetyl-7-methyl-3-(4-(4-methylpiperazin-1-yl)phenyl)quinoline-2-carbonitrile C(C)(=O)C1=C2C=C(C(=NC2=CC(=C1)C)C#N)C1=CC=C(C=C1)N1CCN(CC1)C